C1(=CC=CC=C1)C1(C2=CC=CC=C2C=2C(=CC=CC12)C1=CC=C(C=C1)B1OC(C(O1)(C)C)(C)C)C1=CC=CC=C1 2-[4-(9,9-diphenyl-9H-fluoren-4-yl)phenyl]-4,4,5,5-tetramethyl-1,3,2-Dioxaborolane